phenyl 4,5-dichloro-6-oxopyridazine-1(6H)-carboxylate ClC=1C=NN(C(C1Cl)=O)C(=O)OC1=CC=CC=C1